pentanetetraol C(C(CCC)O)(O)(O)O